C(C(C)C)S(=O)(=O)C1=C(OC2=C(C=C(C=C2)C2=NOC=N2)C(F)(F)F)C=CC=C1 3-(4-(2-(isobutylsulfonyl)phenoxy)-3-(trifluoromethyl)phenyl)-1,2,4-oxadiazol